O[C@H](CNCC(=O)OCC)C (S)-ethyl 2-((2-hydroxypropyl)amino)acetate